N-methyl-5-(5-(1-methyl-1H-pyrazol-4-yl)pyridin-2-yl)-N-(2,2,6,6-tetramethylpiperidin-4-yl)-1,3,4-thiadiazol-2-amine, Hydrochloride salt Cl.CN(C=1SC(=NN1)C1=NC=C(C=C1)C=1C=NN(C1)C)C1CC(NC(C1)(C)C)(C)C